FC=1C=C(C=CC1C1=CC=CC=C1)[C@H](C(=O)O)C (2R)-2-(3-fluoro-4-phenylphenyl)propanoic acid